N1(N=NC=C1)CCC(=O)N1CC(=CCC1)C1=CC(=C2C=C(NC2=C1F)C(=O)O)C1=C(C=CC=C1)OC1CC1 6-(1-(3-(1H-1,2,3-triazol-1-yl)propanoyl)-1,2,5,6-tetrahydropyridin-3-yl)-4-(2-cyclopropoxyphenyl)-7-fluoro-1H-indole-2-carboxylic acid